trans-tert-butyl 2-(2-chloro-6-(6-(methylcarbamoyl)pyrimidin-4-yl)pyridin-4-yl)-3-(methoxymethyl)morpholine-4-carboxylate ClC1=NC(=CC(=C1)[C@H]1[C@@H](N(CCO1)C(=O)OC(C)(C)C)COC)C1=NC=NC(=C1)C(NC)=O